C(C)(C)(C)C1=CNC=C1C(C)(C)C 3,4-di-tert-butylpyrrole